(4-(3-((1H-pyrrolo[2,3-b]pyridin-3-yl)ethynyl)imidazo[1,2-b]pyridazin-6-yl)phenyl)(morpholino)methanone N1C=C(C=2C1=NC=CC2)C#CC2=CN=C1N2N=C(C=C1)C1=CC=C(C=C1)C(=O)N1CCOCC1